CC1C(CC1C)O 2,3-dimethylcyclobutanol